C1(C(C=C1)=O)=O cyclobutene-dione